N1N=CC(=C1)COC=1C=CC2=C(O[C@@H](CO2)CNC(=O)C=2OC=CN2)C1 Oxazole-2-carboxylic acid [(R)-7-(1H-pyrazol-4-ylmethoxy)-2,3-dihydro-benzo[1,4]dioxin-2-ylmethyl]-amide